N1=C(OC=2C=CC=3C=NC=NC3C21)N oxazolo[5,4-H]quinazolin-2-amine